N-(1,2-dimyristoxyprop-3-yl)-N,N-dimethyl-N-hydroxyethyl-ammonium bromide [Br-].C(CCCCCCCCCCCCC)OCC(C[N+](CCO)(C)C)OCCCCCCCCCCCCCC